(S)-2-((3-(isonicotinamidomethyl)oxetan-3-yl)amino)-N4-neopentyl-N1-((S)-1-oxo-4-phenyl-1-(((R)-1,2,3,4-tetrahydronaphthalen-1-yl)amino)butan-2-yl)succinamide C(C1=CC=NC=C1)(=O)NCC1(COC1)N[C@H](C(=O)N[C@H](C(N[C@@H]1CCCC2=CC=CC=C12)=O)CCC1=CC=CC=C1)CC(=O)NCC(C)(C)C